ClC1=C(C(=C(C=C1OC)OC)Cl)C1CCC=2C(=NN(C2C1)CC1=CC=C(C=C1)OC)N 6-(2,6-dichloro-3,5-dimethoxyphenyl)-1-(4-methoxybenzyl)-4,5,6,7-tetrahydro-1H-indazole-3-amine